manganese iron (ammonium) phosphate P(=O)([O-])([O-])[O-].[NH4+].[Fe+2].[Mn+2]